C(=O)[O-].C(C)(C)(C)OC(=O)NCCCOC=1C=CC2=C(N(C=[N+]2CC)CC)C1 6-(3-{[(tert-butoxy)carbonyl]Amino}propoxy)-1,3-diethyl-1H-1,3-benzodiazol-3-ium formate